COC(CC=1C(NC2=CC=NC(=C2C1)C(F)(F)F)=O)=O.O(C1=CC=CC=C1)C1=CC=C(C=C1)C(=C)C(F)(F)F 1-phenoxy-4-(3,3,3-trifluoroprop-1-en-2-yl)benzene methyl-2-[2-oxo-5-(trifluoromethyl)-1H-1,6-naphthyridin-3-yl]acetate